C(CCC)NC(C[C@H]1OC([C@@H]([C@@H]1O)O)O)=O N-butyl-2-[(2R,3S,4R)-3,4,5-trihydroxytetrahydrofuran-2-yl]acetamide